(E)-1-[5-[5-[(E)-3-(2,4-Dihydroxyphenyl)-3-oxoprop-1-enyl]-2-hydroxyphenyl]-2-hydroxy-4-methoxyphenyl]-3-(4-hydroxyphenyl)prop-2-en-1-one OC1=C(C=CC(=C1)O)C(/C=C/C=1C=CC(=C(C1)C=1C(=CC(=C(C1)C(\C=C\C1=CC=C(C=C1)O)=O)O)OC)O)=O